C(C)NC1(CCC2(CN(C(N2)=O)C2=C(C(=O)N)C=CC=C2)CC1)C1=CC=CC=C1 2-(8-Ethylamino-2-oxo-8-phenyl-1,3-diazaspiro[4.5]decan-3-yl)-benzamide